OC([C@H](N)C(=O)O)C1=CC(=C(C=C1)O)O β,3-dihydroxytyrosine